3-hydroxy-1-[4-[5-(trifluoromethyl)pyrimidin-2-yl]piperazin-1-yl]propan-1-one OCCC(=O)N1CCN(CC1)C1=NC=C(C=N1)C(F)(F)F